5-methyl-8-((3R,4S)-3-methyl-4-(4-(trifluoromethyl)phenoxy)piperidin-1-yl)-6-oxo-5,6-dihydro-1,5-naphthyridine-2-carbonitrile CN1C=2C=CC(=NC2C(=CC1=O)N1C[C@H]([C@H](CC1)OC1=CC=C(C=C1)C(F)(F)F)C)C#N